C(C1=CC=CC=C1)N([C@@H](C(C)C)C(=O)O)C(=O)C=1C=CC2=C(B(OC2)O)C1C.FC1=CC=C(C=C1)N(C(C=C)=O)CCN1CCN(CC1)CC=1SC=CC1 N-(4-fluorophenyl)-N-(2-(4-(thiophen-2-ylmethyl)piperazin-1-yl)ethyl)acrylamide benzyl-(1-hydroxy-7-methyl-1,3-dihydrobenzo[c][1,2]oxaborole-6-carbonyl)-L-valinate